ClC=1C(=NC(=NC1)C1=NNC2=CC=CC=C12)NC1=CC2=C(N(C(N2CCC(C)(C)O)=O)C)C=C1 5-((5-Chloro-2-(1H-indazol-3-yl)pyrimidin-4-yl)amino)-3-(3-hydroxy-3-methylbutyl)-1-methyl-1,3-dihydro-2H-benzo[d]imidazol-2-on